tert-butanol C(C)(C)(C)O